CN(CCN1CCN(CC1)C(=O)C=1N=C(OC1)C1=CC=C(C=C1)C(F)(F)F)C (4-(2-(dimethylamino)ethyl)piperazin-1-yl)(2-(4-(trifluoromethyl)phenyl)oxazol-4-yl)methanone